CC=1C=C(COC2=C(C=O)C=CC=C2)C=CC1 2-((3-methylbenzyl)oxy)benzaldehyde